N-Octanoyl-4-(2-aminoethyl)benzol C(CCCCCCC)(=O)NCCC1=CC=CC=C1